NC1=NNC2=CC=C(C(=C12)C1=C(C=C2C(=NC(=NC2=C1F)N1CC(C1)N(C)C)N1C[C@H](N(C[C@@H]1C)C(C=C)=O)C)Cl)C1CC1 1-((2R,5S)-4-(7-(3-amino-5-cyclopropyl-1H-indazol-4-yl)-6-chloro-2-(3-(dimethylamino)azetidin-1-yl)-8-fluoroquinazolin-4-yl)-2,5-dimethylpiperazin-1-yl)prop-2-en-1-one